(4-chloro-2-methyl-5-(4,4,5,5-tetramethyl-1,3,2-dioxaborolan-2-yl)phenyl)(phenyl)methanone ClC1=CC(=C(C=C1B1OC(C(O1)(C)C)(C)C)C(=O)C1=CC=CC=C1)C